FC1=C(C=CC(=C1)C(=O)N)C1=C(C=C(C=C1)F)S(=O)C 2,4'-difluoro-2'-(methylsulfinyl)-[1,1'-biphenyl]-4-carboxamide